(R)-(4-(4-isopropylpyrazolo[1,5-a]pyridin-2-yl)-1,4,6,7-tetrahydro-5H-imidazo[4,5-c]pyridin-5-yl)(5-(pyrimidin-2-yl)-1,3,4-oxadiazol-2-yl)methanone C(C)(C)C=1C=2N(C=CC1)N=C(C2)[C@@H]2N(CCC1=C2N=CN1)C(=O)C=1OC(=NN1)C1=NC=CC=N1